C(CCCCCCCCCCCCC)[C@]([C@@]1(C(=C(C(=O)O1)O)[O-])CCCCCC)(O)CO tetradecylhexyl-ascorbate